dimethyl(prop-2-yn-1-yl)amine CN(CC#C)C